NCCN1CCN(CC1)C1=CC=C(C=C1)NC1=NC(=NC=2C=NNC(C21)=O)N2CCC(CC2)CC#N 2-(1-(4-((4-(4-(2-aminoethyl)piperazin-1-yl)phenyl)amino)-5-oxo-5,6-dihydropyrimido[4,5-d]pyridazin-2-yl)piperidin-4-yl)acetonitrile